(2R,4R,5S)-1-(4-tert-butyl-3-methoxybenzoyl)-4-(methoxymethyl)-2-(pyrazol-1-ylmethyl)-5-(1,3-thiazol-2-yl)pyrrolidine-2-carboxylic acid C(C)(C)(C)C1=C(C=C(C(=O)N2[C@@](C[C@H]([C@H]2C=2SC=CN2)COC)(C(=O)O)CN2N=CC=C2)C=C1)OC